N-methyl-3-aminopropyl-silanetriol CNCCC[Si](O)(O)O